2-(o-hydroxyphenyl)propylene OC1=C(C=CC=C1)C(=C)C